C(C)N1CC2=CC(=C(C=C2CC1)OC)N 2-ethyl-6-methoxy-1,2,3,4-tetrahydroisoquinoline-7-amine